3-[4-[3-[4-[(3R,5R)-5-[(5-bromo-1-methyl-6-oxo-pyridazin-4-yl)amino]-1-methyl-3-piperidyl]benzoyl]-3,9-diazaspiro[5.5]undecan-9-yl]-2-methyl-phenyl]piperidine-2,6-dione BrC1=C(C=NN(C1=O)C)N[C@@H]1C[C@@H](CN(C1)C)C1=CC=C(C(=O)N2CCC3(CC2)CCN(CC3)C3=CC(=C(C=C3)C3C(NC(CC3)=O)=O)C)C=C1